C(C1=CC=CC=C1)C1CCNCC1 4-Benzyl-piperidine